isopropyl (R)-2-(3-((benzyloxy)carbonyl)thioureido)-2-(2-fluoro-4-methoxyphenyl)-4,4-dimethylpentanoate C(C1=CC=CC=C1)OC(=O)NC(N[C@](C(=O)OC(C)C)(CC(C)(C)C)C1=C(C=C(C=C1)OC)F)=S